3-(4-(piperazin-1-yl)-7-(1H-pyrazol-3-yl)imidazo[1,5-b]pyridazin-2-yl)-8-oxa-3-azabicyclo[3.2.1]octane formate salt C(=O)O.N1(CCNCC1)C=1C=2N(N=C(C1)N1CC3CCC(C1)O3)C(=NC2)C2=NNC=C2